C(C#C)(=O)O prop-2-ynoic acid